C(C)(C)(C)OC(=O)N1C(N([C@@H]2[C@H]1COC2)C=2SC1=C(N2)C2=C(C=C1)OCC2)=O.COC2=CC(=CC=C2)OC 1,3-dimethoxybenzene tert-Butyl-(3aR,6aS)-3-(7,8-dihydrofuro[3,2-e][1,3]benzothiazol-2-yl)-2-oxohexahydro-1H-furo[3,4-d]imidazole-1-carboxylate